OC1(COC1)C1=CC=C(C=C1)C[C@@H]1CC[C@H](CC1)C(=O)N1OCC[C@H]1C=1C=NC(=CC1)C trans-[4-[[4-(3-hydroxyoxetan-3-yl)phenyl]methyl]cyclohexyl]-[(3S)-3-(6-methylpyridin-3-yl)-1,2-oxazolidin-2-yl]methanone